COCCOCCOCCOCCOCCOCCOCCOCCOCCC(=O)O 3-[(23-methoxy-3,6,9,12,15,18,21-heptaoxatricos-1-yl)oxy]propionic acid